COC1=CC=C(C=C1)C1=NOC(=N1)N1CCC(CC1)C(=O)NCC1CN(CC1)CC(C)(C)C 1-(3-(4-Methoxyphenyl)-1,2,4-oxadiazol-5-yl)-N-((1-neopentylpyrrolidin-3-yl)methyl)piperidine-4-carboxamide